2,2,3,3,4,4,5,5-octafluorovaleraldehyde FC(C=O)(C(C(C(F)F)(F)F)(F)F)F